ethynyl-N-phenylcarbamate C(#C)OC(NC1=CC=CC=C1)=O